CC1(N(CCC1)CCC(=O)NC=1C=C(C(=NC1)C)NC(=O)C1=NN=C2N1C=CC(=C2)C2=C(SC=C2)CO)C N-(5-(3-(2,2-dimethylpyrrolidin-1-yl)propanamido)-2-methylpyridin-3-yl)-7-(2-(hydroxymethyl)thiophen-3-yl)-[1,2,4]triazolo[4,3-a]pyridine-3-carboxamide